OC(COCCCCCCCCCCCCCCCCCC)C 2-hydroxypropyl-octadecyl ether